[Si](C)(C)(C(C)(C)C)OCC1=CC(=NC(=C1)Cl)NC1CCC(CC1)(F)F 4-(((tert-butyldimethylsilyl)oxy)methyl)-6-chloro-N-(4,4-difluorocyclohexyl)pyridin-2-amine